CSC=1C=NC(=NC1)NCC1CC(NC1)=O 4-(((5-(methylthio)pyrimidin-2-yl)amino)methyl)pyrrolidin-2-one